N1CCC(CC1)N1N=CC(=C1)C1=CN2C(S1)=C(C=N2)C(=O)N 2-(1-(piperidin-4-yl)-1H-pyrazol-4-yl)pyrazolo[5,1-b]thiazole-7-carboxamide